(6-(3-(6-methylpyridin-2-yl)-1-(tetrahydro-2H-pyran-2-yl)-1H-pyrazol-4-yl)-1,5-naphthyridin-3-yl)boronic acid CC1=CC=CC(=N1)C1=NN(C=C1C=1N=C2C=C(C=NC2=CC1)B(O)O)C1OCCCC1